tert-butyl-3-(S)-hydroxypyrrolidine-1-carboxylate C(C)(C)(C)OC(=O)N1C[C@H](CC1)O